C(#N)[C@H](C[C@H]1C(NCC1)=O)NC[C@H](CC(C)(C)C)NC(=O)C=1NC2=CC=CC(=C2C1)OC N-[(1S)-1-[[[(1S)-1-cyano-2-[(3S)-2-oxopyrrolidin-3-yl]ethyl]amino]methyl]-3,3-dimethyl-butyl]-4-methoxy-1H-indole-2-carboxamide